FC=1C=C(C=CC1F)N(C(=O)[C@H]1N(C[C@H](C1)N(C)[C@@H]1[C@@H](CCC1)O)C1=NC(=CC(=C1)C(F)(F)F)C)CC (2S,4S)-N-(3,4-Difluorophenyl)-N-ethyl-4-(((1S,2R)-2-hydroxycyclopentyl)-(methyl)amino)-1-(6-methyl-4-(trifluoromethyl)pyridin-2-yl)pyrrolidine-2-carboxamide